(2S)-2-[[6-amino-9-benzyl-8-oxo-2-(propylsulfonylamino)purine-7-carbonyl]-methyl-amino]-3-phenyl-propionic acid ethyl ester C(C)OC([C@H](CC1=CC=CC=C1)N(C)C(=O)N1C(N(C2=NC(=NC(=C12)N)NS(=O)(=O)CCC)CC1=CC=CC=C1)=O)=O